(E)-ethyl 3-(5-bromo-6-methylpyridin-3-yl)acrylate BrC=1C=C(C=NC1C)/C=C/C(=O)OCC